ClC=1C=C(C=NC1OC(F)F)N 5-chloro-6-(difluoromethoxy)pyridin-3-amine